N-{3-[5-(3-chloropyridin-2-yl)-2H-pyrazolo[3,4-b]pyridin-2-yl]-4-fluorophenyl}azetidine ClC=1C(=NC=CC1)C1=CC=2C(N=C1)=NN(C2)C=2C=C(C=CC2F)N2CCC2